2-chloro-4-(4,4,5,5-tetramethyl-1,3,2-dioxaborolan-2-yl)phenol ClC1=C(C=CC(=C1)B1OC(C(O1)(C)C)(C)C)O